4-(4-cyclopropyl-5-methyloxazol-2-yl)aniline C1(CC1)C=1N=C(OC1C)C1=CC=C(N)C=C1